C[C@H](/C=C/C(=O)SCCNC(=O)CCNC(=O)[C@@H](C(C)(C)COP(=O)(O)OP(=O)(O)OC[C@@H]1[C@H]([C@H]([C@@H](O1)N2C=NC3=C(N=CN=C32)N)O)OP(=O)(O)O)O)[C@H]4CC[C@@H]5[C@@]4(CC[C@H]6[C@H]5CC=C7[C@@]6(CC[C@@H](C7)O)C)C The molecule is a steroidal acyl-CoA that results from the formal condensation of the thiol group of coenzyme A with the carboxy group of 3beta-hydroxychola-5,22-dien-24-oic acid. It is a conjugate acid of a 3beta-hydroxychola-5,22-dien-24-oyl-CoA(4-).